2,6-difluoro-N-[2-[2-[[2-[4-[2-fluoro-5-[(4-oxo-3H-phthalazin-1-yl)methyl]benzoyl]piperazin-1-yl]-2-oxo-ethyl]amino]ethoxy]ethyl]-4-phenyl-benzamide FC1=C(C(=O)NCCOCCNCC(=O)N2CCN(CC2)C(C2=C(C=CC(=C2)CC2=NNC(C3=CC=CC=C23)=O)F)=O)C(=CC(=C1)C1=CC=CC=C1)F